N-ethyl-N-(2,2,2-trifluoro-1-(4-fluorophenyl)ethyl)thiazolo[4,5-b]pyridine-6-sulfonamide C(C)N(S(=O)(=O)C=1C=C2C(=NC1)N=CS2)C(C(F)(F)F)C2=CC=C(C=C2)F